N-(2-chloro-5-(trifluoromethoxy)pyridin-4-yl)-6-cyclopropoxy-2-(1,1-difluoroethyl)pyrimidin-4-amine ClC1=NC=C(C(=C1)NC1=NC(=NC(=C1)OC1CC1)C(C)(F)F)OC(F)(F)F